ethyl rac-(3R,4R)-3,4-difluorocyclopentane-1-carboxylate F[C@@H]1CC(C[C@H]1F)C(=O)OCC |r|